ClC1=C(C#N)C(=CC(=C1)C=C(C)C)C1CC1 2-chloro-6-cyclopropyl-4-(2-methylpropan-1-en-1-yl)benzonitrile